(4-(((1s,4s)-4-(hydroxymethyl)cyclohexyl)amino)-2-((1-methyl-1H-pyrazol-4-yl)amino)-7H-pyrrolo[2,3-d]pyrimidin-5-yl)methanone OCC1CCC(CC1)NC=1C2=C(N=C(N1)NC=1C=NN(C1)C)NC=C2C=O